N[C@@H](CN1C(C=2C=C3C(=CC2CC1)N(C(=N3)C=3N(C1=C(C=CC=C1C3)OCCC3=CN=CO3)CC3CC3)C)=O)CF (S)-6-(2-amino-3-fluoropropyl)-2-(1-(cyclopropylmethyl)-7-(2-(oxazol-5-yl)ethoxy)-1H-indol-2-yl)-1-methyl-1,6,7,8-tetrahydro-5H-imidazo[4,5-g]isoquinolin-5-one